4-phenyl-1-butene C1(=CC=CC=C1)CCC=C